C(C)NC(C1=CC=C(C=C1)N1CCN(CC1)CC1=CC2=C(C=3N(C(N2)=O)C=CC3)N=C1)=O N-ethyl-4-(4-((6-oxo-5,6-dihydropyrido[2,3-e]pyrrolo[1,2-c]pyrimidin-3-yl)methyl)piperazin-1-yl)benzamide